C1=NC=C(C2=CC=CC=C12)N1C(N(CC1C#N)C1=CN=NC(=C1)C(F)(F)F)=O 3-(isoquinolin-4-yl)-2-oxo-1-(6-(trifluoromethyl)pyridazin-4-yl)imidazolidine-4-carbonitrile